5-(4-((7-ethyl-6-oxo-5,6-dihydro-1,5-naphthyridin-3-yl)methyl)piperazin-1-yl)-4-fluoro-N-methyl-picolinamide C(C)C=1C(NC=2C=C(C=NC2C1)CN1CCN(CC1)C=1C(=CC(=NC1)C(=O)NC)F)=O